O.S(O)(O)(=O)=O.S(O)(O)(=O)=O sulfuric acid hemihydrate